(tert-butyldiphenylsilyl)-L-allothreonine methyl ester COC([C@@H](N[Si](C1=CC=CC=C1)(C1=CC=CC=C1)C(C)(C)C)[C@@H](O)C)=O